Cl.NCC(=O)C1=CC=C(C=C1)O 2-amino-1-(4-hydroxyphenyl)ethan-1-one hydrogen chloride